2-({5-[(2-fluorophenyl)methoxy]-2-methylpyrazolo[1,5-a]pyridin-3-yl}formamido)-3-hydroxy-N,2-dimethylpropanamide FC1=C(C=CC=C1)COC1=CC=2N(C=C1)N=C(C2C(=O)NC(C(=O)NC)(CO)C)C